3-(tert-butyldimethylsilyloxy)propyl bromide [Si](C)(C)(C(C)(C)C)OCCCBr